6-(dimethylamino)-1,3-dioxo-1H-benzo[de]isoquinoline CN(C=1C=CC=2C(NC(C3=CC=CC1C23)=O)=O)C